1,3-bis(4-vinylbenzyl)-1,3,5,7-tetraazaadamantane-1,3-diium C(=C)C1=CC=C(C[N+]23C[N+]4(CN(CN(C2)C4)C3)CC3=CC=C(C=C3)C=C)C=C1